FC1=C(C=CC=C1C[C@@H]1N(CC([C@@H]1NS(N(C)C)(=O)=O)(F)F)C(=O)C1(CCC1)O)C1=CC(=CC=C1)F N'-[(2S,3R)-2-[(2,3'-difluoro[1,1'-biphenyl]-3-yl)methyl]-4,4-difluoro-1-(1-hydroxycyclobutane-1-carbonyl)pyrrolidin-3-yl]-N,N-dimethylsulfuric diamide